Cl.NC1CCN(CC1)C1=C(C#N)C=C(C(=N1)C1=CC(=C(C=C1)C#N)F)C1=CC(=C(C=C1)OC)O 2-(4-aminopiperidin-1-yl)-6-(4-cyano-3-fluorophenyl)-5-(3-hydroxy-4-methoxyphenyl)nicotinonitrile hydrochloride